NC[C@H](CC(=O)O)C[C@@H](COC1=C(C=CC=C1)Cl)C (3s,5s)-3-aminomethyl-6-(2-chloro-phenoxy)-5-methyl-hexanoic acid